5-fluoro-2-((3-(piperidin-4-yloxy)benzyl)oxy)benzonitrile FC=1C=CC(=C(C#N)C1)OCC1=CC(=CC=C1)OC1CCNCC1